COC1=C(CN2C(N(CCC2=O)C=2C=CC(=NC2)N2[C@@H](CN(CC2)C(=O)OC(C)(C)C)C)=O)C=CC(=C1)OC tert-butyl (R)-4-(5-(3-(2,4-dimethoxybenzyl)-2,4-dioxotetrahydropyrimidin-1(2H)-yl)pyridin-2-yl)-3-methylpiperazine-1-carboxylate